OC1CN(CCC1)CC1=CC=C(C=C1)C=1C=C2C(=NC1)N(C=C2C=2C=C(C#N)C=CC2)S(=O)(=O)C2=CC=C(C)C=C2 3-(5-(4-((3-hydroxypiperidin-1-yl)methyl)phenyl)-1-tosyl-1H-pyrrolo[2,3-b]pyridin-3-yl)benzonitrile